4-(3-isopropyl-2-benzothiazolinon-6-yl)benzoic acid C(C)(C)N1C(SC2=C1C=CC(=C2)C2=CC=C(C(=O)O)C=C2)=O